2-((E)-3-(4,4,5,5-tetramethyl-1,3,2-dioxaborolan-2-yl)prop-1-en-1-yl)-7-azabicyclo[2.2.1]heptane-1-carboxylate CC1(OB(OC1(C)C)C/C=C/C1C2(CCC(C1)N2)C(=O)[O-])C